C(C)OC1=CC=C(C=C1)C=1SC(=C(N1)C(=O)OCC)CC Ethyl 2-(4-ethoxyphenyl)-5-ethylthiazole-4-carboxylate